7-morpholino-5-[(2E)-2-(m-tolylmethylene)hydrazino]-N-tetrahydrofuran-3-yl-oxazolo[5,4-d]pyrimidine-2-carboxamide O1CCN(CC1)C=1C2=C(N=C(N1)N/N=C/C=1C=C(C=CC1)C)OC(=N2)C(=O)NC2COCC2